(2S)-3-(t-butoxycarbonyl)-3-azabicyclo[3.1.0]hexane-2-carboxylic acid C(C)(C)(C)OC(=O)N1[C@@H](C2CC2C1)C(=O)O